(2-thiazolyl)-L-cysteine S1C(=NC=C1)N[C@@H](CS)C(=O)O